Tert-butyl 4-((4-chloro-3-methoxyphenyl)ethynyl)piperidine-1-carboxylate ClC1=C(C=C(C=C1)C#CC1CCN(CC1)C(=O)OC(C)(C)C)OC